The molecule is a long-chain omega-3 fatty acid that is docosanoic acid having three double bonds located at positions 13, 16 and 19 (the (13Z,16Z,19Z-geoisomer). It is an omega-3 fatty acid and a docosatrienoic acid. It is a conjugate acid of a (13Z,16Z,19Z)-docosatrienoate. CC/C=C\\C/C=C\\C/C=C\\CCCCCCCCCCCC(=O)O